[Se](F)(F)(F)(F)(F)F selenium hexafluoride